calcium cyclohexane-1,2-dicarboxylate C1(C(CCCC1)C(=O)[O-])C(=O)[O-].[Ca+2]